C(C)N(C=1C=CC2=C(C1)[Si]1(CCCCC1)C1=C(C23OC(C2=CC=C(C=C23)C(=O)O)=O)C=CC(=C1)N(CC)CC)CC 3',7'-bis(diethylamino)-3-oxo-3H-dispiro[isobenzofuran-1,10'-dibenzo[b,e]siline-5',1''-silinane]-6-carboxylic acid